FC1=C(C(=CC(=C1)N1CCN(CC1)CC(F)(F)F)F)N1C(C2(N3C1=NC=C3)CC2)=O 7'-[2,6-difluoro-4-[4-(2,2,2-trifluoroethyl)piperazin-1-yl]phenyl]spiro[cyclopropane-1,5'-imidazo[1,2-a]imidazole]-6'-one